[Ne].[GeH4] German neon